Z-imidazo[4,5-c]pyridin-4-one N1=CN=C2C(N=CC=C21)=O